COC(CC1(CC1)CSCC(=O)OC)=O methyl 2-(((1-(2-methoxy-2-oxoethyl)cyclopropyl)methyl)thio)acetate